4-(4-cyclopentylpiperazin-1-yl)-6-methoxy-N,N-dimethyl-7-(1-methylpyrrolidin-3-yloxy)quinazolin-2-amine C1(CCCC1)N1CCN(CC1)C1=NC(=NC2=CC(=C(C=C12)OC)OC1CN(CC1)C)N(C)C